COC(CC1=CC(=CC=C1)OCCN(C)C)=O 2-(3-(2-(dimethylamino)ethoxy)phenyl)acetic acid methyl ester